BrCCOC1=C(C=C(C=C1)Cl)C1=C2C(=NC(=C1)C)C(=CS2)C(=O)OC(C)(C)C tert-Butyl 7-(2-(2-bromoethoxy)-5-chlorophenyl)-5-methylthieno[3,2-b]pyridine-3-carboxylate